[N+](#[C-])C=1N=CNC1 4-isocyanoimidazole